N1C=NC(=C1)CCNC1=NC(=NC2=CC=CC=C12)NCCC1=CC(=CC=C1)C(F)(F)F N4-(2-(1H-imidazol-4-yl)ethyl)-N2-(3-(trifluoromethyl)phenethyl)quinazoline-2,4-diamine